C(C)C1=CC=C(C=C1)N1N=CC(=C1)C=1C=C2C(=CNC2=CC1)NS(=O)(=O)C N-(5-(1-(4-ethylphenyl)-1H-pyrazol-4-yl)-1H-indol-3-yl)methanesulfonamide